ClC1=CC=C(CB2OC(C(O2)(C)C)(C)C)C=C1 2-(4-chlorobenzyl)-4,4,5,5-tetramethyl-1,3,2-dioxaborolane